3-(1-(2-Fluoroethyl)-1H-1,2,4-triazol-3-yl)-2-methoxyaniline FCCN1N=C(N=C1)C=1C(=C(N)C=CC1)OC